5-hydroxy-7,3',4'-trimethoxyflavanone OC1=C2C(CC(OC2=CC(=C1)OC)C1=CC(=C(C=C1)OC)OC)=O